(S)-2-(N-[4-Amino-5-(4-benzyloxybenzoyl)thiazol-2-yl]-3,4-difluoroanilino)propanamid NC=1N=C(SC1C(C1=CC=C(C=C1)OCC1=CC=CC=C1)=O)N(C1=CC(=C(C=C1)F)F)[C@H](C(=O)N)C